BrC=1C(=NC(=NC1)NC1=C(C=C(C(=C1)C)N1CCC(CC1)N1CCN(CC1)C)OC)NC1=C(C(=O)N(C)C)C=CC(=C1)F 2-((5-Bromo-2-((2-methoxy-5-methyl-4-(4-(4-methylpiperazin-1-yl)piperidin-1-yl)phenyl)Amino)pyrimidin-4-yl)amino)-4-fluoro-N,N-dimethylbenzamide